OCCN(C1=CC(=C(C=C1)NC(=O)C1=CN=C(N1)C=1N(C=NC1C1=CC=C(C=C1)F)OC)OC)CCO N-(4-(bis(2-hydroxyethyl)amino)-2-methoxyphenyl)-5'-(4-fluorophenyl)-3'-methoxy-1H,3'H-[2,4'-biimidazole]-5-carboxamide